C(#N)C1=CC(=C(COC2=CC=CC(=N2)C2=CC(=C(CC3=NC4=C(N3CCOC)C=C(C=C4)C(=O)OC)C=C2)NS(=O)(=O)CS(=O)(=O)C)C=C1)F methyl 2-(4-(6-((4-cyano-2-fluorobenzyl) oxy) pyridin-2-yl)-2-(N-(methylsulfonyl) methylsulfonylamino) benzyl)-1-(2-methoxyethyl)-1H-benzo[d]imidazole-6-carboxylate